FC1=C(N=CC2=C1N=C(N=C2O)OC[C@]21CCCN1C[C@@H](C2)F)C2=C(C(=CC(=C2)O)C)CCCCCO[C@@H]2CNCC[C@H](C2)O 8-fluoro-2-(((2R,7aS)-2-fluorotetrahydro-1H-pyrrolizin-7a(5H)-yl)methoxy)-7-(5-hydroxy-2-(5-(((3S,5R)-5-hydroxyazepan-3-yl)oxy)pentyl)-3-methylphenyl)pyrido[4,3-d]pyrimidin-4-ol